C1(CC1)[C@H](C)N1C(C2=C(C=C(C=C2C1)C1=C(N=C(S1)NC(=O)NC)C)OC)=O (S)-1-(5-(2-(1-cyclopropylethyl)-7-methoxy-1-oxoisoindolin-5-yl)-4-methylthiazol-2-yl)-3-methylurea